N1=CC=C(C=C1)CC1=CC=C(C=C1)NC(OCC1=CC=C(C=C1)Cl)=O 4-chlorobenzyl (4-(pyridin-4-ylmethyl)phenyl)carbamate